N1CCC(CC1)C(=C)C=1N=CC(=NC1)C=1C=C2C=CN=CC2=CC1O 6-(5-(1-(piperidin-4-yl)vinyl)pyrazin-2-yl)isoquinolin-7-ol